N-benzyl-3-(trimethoxysilyl)propane-1-amine C(C1=CC=CC=C1)NCCC[Si](OC)(OC)OC